2-(2-(4,6-diphenylpyrimidin-2-yl)-3,4,5,6-tetrakis(3-methyl-9H-carbazol-9-yl)phenyl)benzo[d]oxazole C1(=CC=CC=C1)C1=NC(=NC(=C1)C1=CC=CC=C1)C1=C(C(=C(C(=C1N1C2=CC=CC=C2C=2C=C(C=CC12)C)N1C2=CC=CC=C2C=2C=C(C=CC12)C)N1C2=CC=CC=C2C=2C=C(C=CC12)C)N1C2=CC=CC=C2C=2C=C(C=CC12)C)C=1OC2=C(N1)C=CC=C2